5-cyclopropyl-3-(2,6-dichlorophenyl)-4-((((2R,4R)-2-methylpiperidin-4-yl)oxy)methyl)isoxazole hydrochloride Cl.C1(CC1)C1=C(C(=NO1)C1=C(C=CC=C1Cl)Cl)CO[C@H]1C[C@H](NCC1)C